1,6-dihydroxybenzotriazole ON1N=NC2=C1C=C(C=C2)O